6-methoxy-7-(3-morpholinopropoxy)quinazolin COC=1C=C2C=NC=NC2=CC1OCCCN1CCOCC1